COC1=CC=C(C=N1)N1C(N(C2=C1C=CC=C2)CC2CCC(CC2)NC(=O)C=2N(N=C1C=CC=CC21)C)=O N-((1r,4r)-4-((3-(6-methoxypyridin-3-yl)-2-oxo-2,3-dihydro-1H-benzo[d]imidazol-1-yl)methyl)cyclohexyl)-2-methyl-2H-indazole-3-carboxamide